8Z-Hexadecenal C(C=CCCCCCCCCCCCCC)=O